ClC=1C(=NC(=NC1)NC=1C=NN(C1)C1CCN(CC1)C1CC1)NCCCN1C(CCC1C)=O 1-(3-((5-chloro-2-((1-(1-cyclopropylpiperidin-4-yl)-1H-pyrazol-4-yl)amino)pyrimidin-4-yl)amino)propyl)-5-methylpyrrolidin-2-one